COC1=CC=C(NCCC(=O)O)C=C1 3-(4-methoxyanilino)propionic acid